1-(p-tolyl)-5-(trifluoromethyl)-1H-pyrazole-4-carboxamide C1(=CC=C(C=C1)N1N=CC(=C1C(F)(F)F)C(=O)N)C